C(=C)P1(OC2=CC=CC=C2C=2C=CC=CC12)=O 9,10-dihydro-9-oxa-10-vinyl-10-phosphaphenanthrene-10-oxide